N1=CC=CC2=C1C=1N(C=CC2)N=C2C1CN(C=C2)C(=O)N 5H-pyrido[2,3-c]pyrido[4',3':3,4]pyrazolo[1,5-a]azepine-12(13H)-carboxamide